N[C@@H]1[C@@H](OCC12CCN(CC2)C=2N=C1C(=NC2)N=C(C=C1)SC1=C(C(=NC=C1)N1C[C@H](CC1)O)Cl)C (S)-1-(4-((2-((3S,4S)-4-amino-3-methyl-2-oxa-8-azaspiro[4.5]decan-8-yl)pyrido[2,3-b]pyrazin-6-yl)thio)-3-chloropyridin-2-yl)pyrrolidin-3-ol